O[C@H]1C[C@@H](O)[C@H](O)[C@H](O1)CO 2-deoxy-beta-D-glucopyranose